COC(=O)C1=C(C=C2C=NN(C2=C1)COCC[Si](C)(C)C)Br 5-bromo-1-((2-(trimethylsilyl)ethoxy)methyl)-1H-indazole-6-carboxylic acid methyl ester